3-morpholinopropanesulfonic acid, trishydrochloride Cl.Cl.Cl.O1CCN(CC1)CCCS(=O)(=O)O